C(C)OC(=O)C=1N(C(=CC1)C1=CC(=CC=C1)N)C 5-(3-aminophenyl)-1-methyl-1H-pyrrole-2-carboxylic acid ethyl ester